CN1N=CC2=C(C=CC=C12)NC(N)=O 3-(1-methyl-1H-indazol-4-yl)urea